CC=1C(NC1)=O methylazetone